1,3-dibromo-5-((4,5-dihexylthiophen-2-yl)methylene)4H-cyclopenta[c]thiophene-4,6(5H)-dione BrC=1SC(=C2C1C(C(C2=O)=CC=2SC(=C(C2)CCCCCC)CCCCCC)=O)Br